SULFUR WATER O.[S]